Phosphorus dichloride trifluoride P(F)(F)(F)(Cl)Cl